C(C)N1C2=CC=C(C=C2C=2C=CN=C(C12)C)NC(=O)NC1=CC=C(C=C1)Cl 1-(9-Ethyl-1-methyl-beta-carbolin-6-yl)-3-(4-chlorophenyl)urea